C1(=CC=C(C=C1)OCCN1C2=NC=NC(=C2N=C1)N)C 9-(2-(p-tolyloxy)ethyl)-9H-purine-6-amine